C1(CC1)C(C)(C)NC1=NC(=NC=C1C#N)SC 4-((2-cyclopropylpropane-2-yl)amino)-2-(methylthio)pyrimidine-5-carbonitrile